C(C)(=O)OCCOC1=CC=C(C=C1)C(=O)C1=C(N=C(S1)N(C1=CC=C(C=C1)F)[C@@H](C(=O)N)C)N |r| rac-2-[4-[4-amino-2-(N-(2-amino-1-methyl-2-oxoethyl)-4-fluoro-anilino)thiazole-5-carbonyl]phenoxy]ethyl acetate